ClC1=NC(=NC(=N1)C1=CC=CC=C1)C1=CC2=C(OC3=C2C=CC=C3)C(=C1)C1=CC=CC=C1 2-chloro-4-phenyl-6-(4-phenyldibenzo[b,d]furan-2-yl)-1,3,5-triazine